N-((1R,4R)-4-(((5-fluoro-2-((4-morpholinophenyl)amino)pyrimidin-4-yl)oxy)methyl)cyclohexyl)acetamide FC=1C(=NC(=NC1)NC1=CC=C(C=C1)N1CCOCC1)OCC1CCC(CC1)NC(C)=O